FC=1C=C(C=CC1OC)C=1C(=NC(=NC1)NC=1C=NN(C1)C)OC=1C=C(C=CC1)NC(C=C)=O N-(3-((5-(3-fluoro-4-methoxyphenyl)-2-((1-methyl-1H-pyrazol-4-yl)amino)pyrimidin-4-yl)oxy)phenyl)acrylamide